C1=CC=CC=2CC3=C(C=CC21)C=CC=C3 5H-dibenzo-[a,d]cyclohepten